ClCC(=O)NCC(C(C1=CC=CC=C1)O)(F)F 2-chloro-N-(2,2-difluoro-3-hydroxy-3-phenyl-propyl)acetamide